C1(CC(C(CC1)C(C)C)C(=O)[O-])C p-menthane-3-carboxylate